C(C)P(OCC)(=S)SC1=CC=CC=C1 O-ethyl S-phenyl Ethyl-phosphonodithioate